NCCCCCCCCCCCCCNCCCCCCCCCCCCC 1,15-diazaoctacosane